C(C)(C)(C)OC(NCCCCCC1=CC2=C(N(C(N2C)=O)C2C(NC(CC2)=O)=O)C=C1)=O (5-(1-(2,6-Dioxopiperidin-3-yl)-3-methyl-2-oxo-2,3-dihydro-1H-benzimidazol-5-yl)pentyl)carbamic acid tert-butyl ester